N1(CCNCC1)C1=CC=C2C=NN(C2=C1)C=1C=C(C=CC1)C 6-(piperazin-1-yl)-1-(m-tolyl)-1H-indazole